CC1(CCC(C2=CC3=C(OC4=C3C=C(C=C4)S)C=C12)(C)C)C 7,7,10,10-tetramethyl-7,8,9,10-tetrahydronaphtho[2,3-b]benzofuran-2-thiol